BrC=1C=C2C(CCN(C2=CC1)C(=O)OC(C)(C)C)(C)C#N tert-butyl 6-bromo-4-cyano-4-methyl-3,4-dihydroquinoline-1(2H)-carboxylate